NC1=C2N=C(N(C2=NC(=N1)F)CCNC(C(C)(C)C)=O)CC=1C=C2C(CCC2=CC1I)=O N-(2-(6-amino-2-fluoro-8-((6-iodo-3-oxo-2,3-dihydro-1H-inden-5-yl)methyl)-9H-purin-9-yl)ethyl)pivalamide